5-cyclopropyl-8-hydroxyquinoline C1(CC1)C1=C2C=CC=NC2=C(C=C1)O